(s)-3-(2-aminopyrimidin-5-yl)-9-(1-((6-chloro-2-(2-(methyl-d3)-2H-tetrazol-5-yl)pyridin-3-yl)amino)ethyl-1-d)-7-methyl-4-(methyl-d3)imidazo[1,5-a]quinazolin-5(4H)-one NC1=NC=C(C=N1)C=1N=CN2C1N(C(C1=CC(=CC(=C21)[C@@](C)([2H])NC=2C(=NC(=CC2)Cl)C=2N=NN(N2)C([2H])([2H])[2H])C)=O)C([2H])([2H])[2H]